silylene oxide [SiH2]=O